O1CCCCO1 oxytetramethylene ether